2-fluoro-5-(4,4,5,5-tetramethyl-1,3,2-dioxaborolan-2-yl)-N-(4-(tosylmethyl)phenyl)benzamide FC1=C(C(=O)NC2=CC=C(C=C2)CS(=O)(=O)C2=CC=C(C)C=C2)C=C(C=C1)B1OC(C(O1)(C)C)(C)C